N-[[1-[6-(3-cyclopropyl-1,2,4-triazol-1-yl)-2-azaspiro[3.3]heptane-2-carbonyl]azetidin-3-yl]methyl]-4-fluoro-2-(trifluoromethyl)benzenesulfonamide C1(CC1)C1=NN(C=N1)C1CC2(CN(C2)C(=O)N2CC(C2)CNS(=O)(=O)C2=C(C=C(C=C2)F)C(F)(F)F)C1